OC[C@]1(CN2C(O1)=C(C=N2)[S@](=O)(NC(C2=CC=CC=C2)(C2=CC=CC=C2)C2=CC=CC=C2)=NC(NC2=C1CCC1=CC=1CCC21)=O)C (R,2R)-2-(hydroxymethyl)-2-methyl-N'-(tricyclo[6.2.0.03,6]deca-1,3(6),7-trien-2-ylcarbamoyl)-N-trityl-2,3-dihydropyrazolo[5,1-b]oxazole-7-sulfonimidamide